C(=C)C1C(CCCC1)C vinyl-2-methyl-cyclohexane